6-methoxypyridazine-4-carboxylic acid COC1=CC(=CN=N1)C(=O)O